4-mercapto-6-phenyl-2-(pyridin-3-yl)pyrimidine-5-carbonitrile SC1=NC(=NC(=C1C#N)C1=CC=CC=C1)C=1C=NC=CC1